ethyl (S)-3-(benzyl((R)-1-phenylethyl)amino)-3-(2',6'-dimethylbiphenyl-3-yl)propanoate C(C1=CC=CC=C1)N([C@@H](CC(=O)OCC)C=1C=C(C=CC1)C1=C(C=CC=C1C)C)[C@H](C)C1=CC=CC=C1